tert-butyl 2-(3-benzyl-7-chloro-4-oxo-3,4-dihydro-5H-imidazo[4,5-d]pyridazin-5-yl)acetate C(C1=CC=CC=C1)N1C=NC=2C(=NN(C(C21)=O)CC(=O)OC(C)(C)C)Cl